ClC1=C(C=C(C=C1[N+](=O)[O-])Cl)C(F)(F)F 2,5-dichloro-3-nitrobenzotrifluoride